BrC1=CC(=C(C=C1)C(=C)C)[N+]#[C-] 4-bromo-2-isocyano-1-(prop-1-en-2-yl)benzene